O1C(=CC=C1\C=N\C(CO)CO)\C=N\C(CO)CO 2,2'-(((1E,1'E)-furan-2,5-diylbis(methanylylidene))bis(azanylylidene))bis(propane-1,3-diol)